tert-butyl (2R,4R)-4-methoxy-2-[[2-(2-oxa-6-azaspiro[3.3]heptan-6-yl)-2-oxo-1-(3-pyridyl)ethyl]-[4-(pentafluoro-λ6-sulfanyl)phenyl]carbamoyl]pyrrolidine-1-carboxylate CO[C@@H]1C[C@@H](N(C1)C(=O)OC(C)(C)C)C(N(C1=CC=C(C=C1)S(F)(F)(F)(F)F)C(C(=O)N1CC2(COC2)C1)C=1C=NC=CC1)=O